COC(C(CCC(=O)N(C)C)C)=O.IC1=CC=C(C=C1)C(CC)C 1-iodo-4-(1-methylpropyl)benzene methyl-5-dimethylamino-2-methyl-5-oxopentanoate